6-(4-cyclopropyl-6-methoxypyrimidin-5-yl)-1-((5-(1-isopropyl-4-(trifluoromethyl)-1H-imidazol-2-yl)-4-methylthiophen-2-yl)methyl)-1H-pyrazolo[3,4-d]pyrimidine C1(CC1)C1=NC=NC(=C1C1=NC=C2C(=N1)N(N=C2)CC=2SC(=C(C2)C)C=2N(C=C(N2)C(F)(F)F)C(C)C)OC